2-[6-amino-5-[8-[2-[3-[4-(hydroxymethyl)-4-methyl-azepan-1-yl]prop-1-ynyl]-4-pyridinyl]-3,8-diazabicyclo[3.2.1]oct-3-yl]pyridazin-3-yl]phenol NC1=C(C=C(N=N1)C1=C(C=CC=C1)O)N1CC2CCC(C1)N2C2=CC(=NC=C2)C#CCN2CCC(CCC2)(C)CO